2-methyl-3-(2-propenyl)-pyrazine CC1=NC=CN=C1CC=C